3-Cyclopentyl-3-{4-[7-(triphenylmethyl)-7H-pyrrolo[2,3-d]pyrimidin-4-yl]-1H-pyrazol-1-yl}propanenitrile C1(CCCC1)C(CC#N)N1N=CC(=C1)C=1C2=C(N=CN1)N(C=C2)C(C2=CC=CC=C2)(C2=CC=CC=C2)C2=CC=CC=C2